CN(CCC[C@@H](C)N1N=CC2=C(C=C(C=C12)C(=O)N)C1=NN=C(N1)C1=CC(=NN1CC)C)C 1-[(2R)-5-(dimethylamino)pentan-2-yl]-4-[5-(1-ethyl-3-methyl-1H-pyrazol-5-yl)-4H-1,2,4-triazol-3-yl]-1H-indazole-6-carboxamide